2-chloro-5-[6-(2,2-difluoro-1-methyl-ethoxy)-3-pyridinyl]pyrazine ClC1=NC=C(N=C1)C=1C=NC(=CC1)OC(C(F)F)C